hexyl disulphide C(CCCCC)SSCCCCCC